NC1=CSC2=NC=CC(=C21)N(C=2N=NC=C(C2)C2=CC=CC=C2)C(=O)OC(C)(C)C 3-amino-4-((tert-butoxycarbonyl)(5-phenylpyridazin-3-yl)amino)thieno[2,3-b]Pyridine